FC(S(=O)(=O)COC1(N(CC=C1)C(=O)[O-])C(=O)[O-])(F)F (((trifluoromethyl) sulfonyl) methoxy)-1H-pyrrole-1,2(2H,5H)-dicarboxylate